OC1=C(C(=CC=C1)O)C1=C(C=CC=C1O)O 2,2',6,6'-tetrahydroxy-1,1'-biphenyl